ClC1=C(C=2N=C(N=C(C2C=N1)N1C[C@@](CCC1)(O)C)OC[C@@]12CCCN2[C@@H](CC1)CO)F (R)-1-(7-Chloro-8-fluoro-2-((cis-3-(hydroxymethyl)tetrahydro-1H-pyrrolizin-7a(5H)-yl)methoxy)pyrido[4,3-d]pyrimidin-4-yl)-3-methylpiperidin-3-ol